C1=CC=CC=2C3=CC=CC=C3N(C12)C1=CC=C(C=C1)C=1C=CC=2N(C3=CC=CC=C3C2C1)C1=CC=C(C=C1)C=1C(=C(C(=C(C1N1C2=CC=CC=C2C=2C=CC=CC12)N1C2=CC=CC=C2C=2C=CC=CC12)C1=NC(=NC(=N1)C1=CC=CC=C1)C1=CC=CC=C1)N1C2=CC=CC=C2C=2C=CC=CC12)C#N 4'-(3-(4-(9H-carbazol-9-yl)phenyl)-9H-carbazol-9-yl)-3,5,6-tri(9H-carbazol-9-yl)-4-(4,6-diphenyl-1,3,5-triazin-2-yl)-[1,1'-biphenyl]-2-carbonitrile